C1(CC1)C=1SC(=NN1)C=1C=NN2C1N=C(C=C2)N2[C@@]1(C[C@@H]1CC2)C2=C(C=CC(=C2)F)F 2-cyclopropyl-5-(5-((1R,5S)-1-(2,5-difluorophenyl)-2-azabicyclo[3.1.0]hex-2-yl)pyrazolo[1,5-a]pyrimidin-3-yl)-1,3,4-thiadiazole